COC(=O)C1(CC1)C1=CC=C(C=C1)NC(=O)NC=1C(=NC=CC1)OC1=C(C=CC=C1)C(C)(C)C 1-(4-{3-[2-(2-tert-butyl-phenoxy)-pyridin-3-yl]-ureido}-phenyl)-cyclopropanecarboxylic acid methylester